ClC=1C(=NC=CC1)C(=O)N 3-chloropyridinecarboxamide